pentathionate S(=O)(=O)([O-])SSSS(=O)(=O)[O-]